(phenyl)(cyclohexyl)methylene(cyclopentadienyl)(2,7-di-tert-butylfluoren-9-yl)hafnium dichloride [Cl-].[Cl-].C1(=CC=CC=C1)C(=[Hf+2](C1C2=CC(=CC=C2C=2C=CC(=CC12)C(C)(C)C)C(C)(C)C)C1C=CC=C1)C1CCCCC1